1-chloro-4,5-dimethylnaphthalene ClC1=CC=C(C2=C(C=CC=C12)C)C